C(C)C(CCCCCCCC)(CCCCCCCCC)CCCCCCC 9-ethyl-9-heptyloctadecane